B([O-])([O-])OB([O-])[O-].[B+3].[B+3].OC(C)(C)C(C)(C)O pinacol diboron diborate